tert-butyl (2S,6R)-4-(4-fluoro-6-pyrazolo[1,5-a]pyridin-3-yl-2-pyridyl)-2,6-dimethyl-piperazine-1-carboxylate FC1=CC(=NC(=C1)C=1C=NN2C1C=CC=C2)N2C[C@@H](N([C@@H](C2)C)C(=O)OC(C)(C)C)C